C(C)OCC1(CCN(CC1)CC=1C=CC(=NC1)C)CCC=1SC=C(C1)C 5-((4-(ethoxymethyl)-4-(2-(4-methylthiophen-2-yl)ethyl)piperidin-1-yl)methyl)-2-methylpyridine